tert-butyl 3-(2-chloro-7H-purin-6-yl)-3,8-diazabicyclo[3.2.1]octane-8-carboxylate ClC1=NC(=C2NC=NC2=N1)N1CC2CCC(C1)N2C(=O)OC(C)(C)C